C(CCCCCCCCCCCCCCC)OC1=C(C=C(C=O)C=C1)OC 4-Hexadecyloxy-3-methoxybenzaldehyd